C(C)(C)(C)OC(=O)N1[C@@H](C[C@@H](C1)COC)CO (2s,4s)-2-(hydroxymethyl)-4-(methoxymethyl)-pyrrolidine-1-carboxylic acid tert-butyl ester